22-Hydroxydocosa-4,7,10,13,16,19-hexaenoate OCCC=CCC=CCC=CCC=CCC=CCC=CCCC(=O)[O-]